NC1=CC=C(C=C1)C1=CC=C(C=C1)C1=CC=C(N1)C=1NC(C2=C(NC(C21)=O)C=2NC(=CC2)C2=CC=C(C=C2)C2=CC=C(C=C2)N)=O 3,6-bis(5-(4-(4-aminophenyl)phenyl)-1H-pyrrol-2-yl)-2,5-dihydropyrrolo[3,4-c]pyrrole-1,4-dione